2-(2,2-bis(1H-indol-3-yl)ethyl)isoindoline-1,3-dione N1C=C(C2=CC=CC=C12)C(CN1C(C2=CC=CC=C2C1=O)=O)C1=CNC2=CC=CC=C12